methoxyethoxyethyl ethyl ether C(C)OCCOCCOC